1-methyl-8-[4-(quinolin-2-ylmethoxy)phenoxy]-4,5-dihydro-1H-thieno[3,4-g]indazole-6-carboxamide CN1N=CC=2CCC=3C(C12)=C(SC3C(=O)N)OC3=CC=C(C=C3)OCC3=NC1=CC=CC=C1C=C3